CC=1NC2=CC=C(C=C2C1NC(=O)C=1C(NC(=CC1)C(F)(F)F)=O)C N-(2,5-dimethyl-1H-indol-3-yl)-2-oxo-6-(trifluoromethyl)-1,2-dihydropyridine-3-carboxamide